2-Methoxy-ethane COCC